C(/C1=CC=CC=C1)=C/1\C([C@]2(CCC1C2(C)C)CS(=O)(=O)[O-])=O.[Na+] sodium [(1R,3E)-3-benzylidene-7,7-dimethyl-2-oxobicyclo[2.2.1]heptan-1-yl]methanesulfonate